CN(C(OC(C)(C)C)=O)C1(CCN(CC1)C=1C=NC(=CC1)[N+](=O)[O-])C Tert-Butyl methyl(4-methyl-1-(6-nitropyridin-3-yl)piperidin-4-yl)carbamate